C(C)(C)(C)OC(=O)NC[C@@]1(OC2=C(C1)C(=C(C(=C2)F)Cl)C2=C(C(=NC=C2C(=O)O)OCCOC2OCCCC2)F)C2=CC=CC=C2 4-((2S,4R)-2-(((tert-butoxycarbonyl)amino)methyl)-5-chloro-6-fluoro-2-phenyl-2,3-dihydrobenzofuran-4-yl)-5-fluoro-6-(2-((tetrahydro-2H-pyran-2-yl)oxy)ethoxy)nicotinic acid